tert-butyl 2-(1-cyclopropyl-2-ethoxy-2-oxoethyl)-1-methylhydrazine-1-carboxylate C1(CC1)C(C(=O)OCC)NN(C(=O)OC(C)(C)C)C